4-amino-N-((5-bromopyridin-2-yl)methyl)-N-cyclopropyl-1,7-dimethyl-1H-pyrazolo[4,3-c]quinoline-8-carboxamide NC1=NC=2C=C(C(=CC2C2=C1C=NN2C)C(=O)N(C2CC2)CC2=NC=C(C=C2)Br)C